3,4-dihydro-2H-benzo[f][1,4]Oxazepine O1CCNCC2=C1C=CC=C2